5-fluoro-2-methylquinazolin-4(3H)-one FC1=C2C(NC(=NC2=CC=C1)C)=O